CC1(CB(OC1(C)C)C=1CCN(CC1)C(=O)OC(C)(C)C)C tert-butyl 4-(4,4,5,5-tetramethyl-1,2-oxaborolan-2-yl)-3,6-dihydropyridine-1(2H)-carboxylate